(S)-5-(2-(6-((2-methoxy-4-(4-(4-methylpiperazin-1-yl)piperidin-1-yl)phenyl)amino)pyrimidin-4-yl)isoxazolidin-3-yl)-1-methylpyridin-2(1H)-one COC1=C(C=CC(=C1)N1CCC(CC1)N1CCN(CC1)C)NC1=CC(=NC=N1)N1OCC[C@H]1C=1C=CC(N(C1)C)=O